C1(CCC1)N1N=CC(=C1)NC(=O)C=1N=C(SC1)C1=C2N(N=C1)CCC2 N-(1-cyclobutyl-1H-pyrazol-4-yl)-2-(5,6-dihydro-4H-pyrrolo[1,2-b]pyrazol-3-yl)-1,3-thiazole-4-carboxamide